ClC1=C(C=CC(=C1)OC1=CC=NC2=CC(=C(C=C12)C(=O)NN)OC)NC(=O)NC1=NOC(=C1)C 1-{2-chloro-4-{[6-(hydrazinocarbonyl)-7-methoxyquinolin-4-yl]oxy}phenyl}-3-(5-methyl-3-isoxazolyl)urea